3-[(3-Aminopropylamino)methyl]-N-[4-[4-[6-chloro-4-(trifluoromethyl)-2-pyridyl]-2-methyl-piperazin-1-yl]sulfonylphenyl]benzamide NCCCNCC=1C=C(C(=O)NC2=CC=C(C=C2)S(=O)(=O)N2C(CN(CC2)C2=NC(=CC(=C2)C(F)(F)F)Cl)C)C=CC1